1,2,3-Tridecanoylglycerin C(CCCCCCCCC)(=O)OCC(OC(CCCCCCCCC)=O)COC(CCCCCCCCC)=O